ClC1=NC(=CC=2N1C=CN2)C 5-chloro-7-methylimidazo[1,2-c]pyrimidine